O[C@H](COCCC(=O)N1CCN(CC1)C1=NC=C(C=N1)C(F)(F)F)C (S)-3-(2-hydroxypropoxy)-1-(4-(5-(trifluoromethyl)pyrimidin-2-yl)piperazin-1-yl)propan-1-one